FC=1C(=NC2=CC(=CC=C2C1OC)C(=C(C#N)C#N)OC)C1=CC=CC=C1 2-((3-fluoro-4-methoxy-2-phenylquinoline-7-yl)(methoxy)methylene)malononitrile